C(C)(=O)N1CCC(CC1)(O)C=1CN(C2=C(C(=NC(=C2C1)Cl)C)O)C 3-(1-acetyl-4-hydroxypiperidin-4-yl)-5-chloro-8-hydroxy-1,7-dimethyl-1,6-naphthyridin